(1R,2S)-2-(3-{[(3R)-3-(hydroxymethyl)-2,3-dihydrofuro[2,3-c]pyridin-7-yl]amino}-1H-indazol-6-yl)-5'-methoxyspiro[cyclopropan-1,3'-indol]-2'(1'H)-one OC[C@@H]1COC2=C(N=CC=C21)NC2=NNC1=CC(=CC=C21)[C@@H]2C[C@@]21C(NC2=CC=C(C=C12)OC)=O